Imidazoyl carbamate C1=CN=C(N1)C(=O)OC(=O)N